OC1[C@H](O)[C@@H](O)[C@H](O)[C@H](O1)CO (+)-glucopyranose